C[C@@H]1CN(C[C@H]2N1CC[C@H](C2)NC2=CC=C(C=C2)C[C@@H]2CNCCO2)C2=C1C=CC(=NC1=C(C=C2)C#N)[2H] 5-[(4R,8R,9aS)-4-methyl-8-[4-[[(2R)-morpholin-2-yl]methyl]anilino]-1,3,4,6,7,8,9,9a-octahydropyrido[1,2-a]pyrazin-2-yl]-2-deuterio-quinoline-8-carbonitrile